CN1CCC(CC1)N1N=C(N=C1)[C@@]12CNC[C@]2(C1)C(F)(F)F (1S,5R)-1-(1-(1-methylpiperidin-4-yl)-1H-1,2,4-triazol-3-yl)-5-(trifluoromethyl)-3-azabicyclo[3.1.0]hexane